N-(2-(2-fluoro-3,4-dihydroxy-5-methoxyphenyl)-1-(3-methyloxetan-3-yl)-1H-benzo[d]imidazol-5-yl)picolinamide FC1=C(C=C(C(=C1O)O)OC)C1=NC2=C(N1C1(COC1)C)C=CC(=C2)NC(C2=NC=CC=C2)=O